C(CC=CCC)C(=O)O.FC1=C(C=CC(=C1)F)CS(=O)(=O)NC1=C(C=C(C=C1)C=1C=C2C=NC(=NC2=C(C1)C(C)C)N[C@@H]1CNC[C@H](C1)F)F 1-(2,4-difluorophenyl)-N-(2-fluoro-4-(2-(((3S,5S)-5-fluoropiperidin-3-yl)amino)-8-isopropylquinazolin-6-yl)phenyl)methanesulfonamide (E)- and (Z)-3-hexenyl-formate